C(=O)NCC(=O)O.C1=CC=CC=C1 benzene Formyl-Glycinate